2,2,2-trifluoro-1-(4-methoxyphenyl)ethanone Methyl-4-((7-cyano-5-methyl-4-oxo-4,5-dihydrothieno[3,2-c]pyridin-3-yl)amino)-6-(cyclopropanecarboxamido)nicotinate COC(C1=CN=C(C=C1NC1=CSC2=C1C(N(C=C2C#N)C)=O)NC(=O)C2CC2)=O.FC(C(=O)C2=CC=C(C=C2)OC)(F)F